N,N,5-tri-tert-butoxycarbonyl-7-(3-bromophenyl)-5H-pyrrolo[3,2-d]pyrimidin-2-amine C(C)(C)(C)OC(=O)N(C=1N=CC2=C(N1)C(=CN2C(=O)OC(C)(C)C)C2=CC(=CC=C2)Br)C(=O)OC(C)(C)C